(R)-1-(2-trifluoromethyl-phenyl)ethanol FC(C1=C(C=CC=C1)[C@@H](C)O)(F)F